1-(4-(5-chloro-2-((2-methoxy-4-(morpholine-4-carbonyl)phenyl)amino)pyrimidin-4-yl)-1H-pyrazol-4-yl)ethan-1-one ClC=1C(=NC(=NC1)NC1=C(C=C(C=C1)C(=O)N1CCOCC1)OC)C1(C=NNC1)C(C)=O